NCCCN(CCCCCCCCC(=O)OC(CC)CCCCCC)CCCCCCCCC(=O)OC(CC)CCCCCC di(nonan-3-yl) 9,9'-((3-aminopropyl)azanediyl)dinonanoate